Cl.Cl.Cl.C1(=CC(=CC=C1)NS(=O)(=O)C1CCNCC1)C N-(m-tolyl)piperidine-4-sulfonamide trihydrochloride